1,4-bis(5-ethyl-3-methoxy-2-octyloxy-benzyl)piperazine C(C)C=1C=C(C(=C(CN2CCN(CC2)CC2=C(C(=CC(=C2)CC)OC)OCCCCCCCC)C1)OCCCCCCCC)OC